1-fluoro-N-[5-[2-methyl-5-[[(2R)-1-methylazetidin-2-yl]methoxy]-4-pyridyl]pyrazolo[1,5-a]pyridin-2-yl]cyclopropanecarboxamide FC1(CC1)C(=O)NC1=NN2C(C=C(C=C2)C2=CC(=NC=C2OC[C@@H]2N(CC2)C)C)=C1